COC(=O)C1CC(C1)C=1C=NC=CC1 3-(pyridin-3-yl)cyclobutane-1-carboxylic acid methyl ester